C1(CCCCCC1)C=1N=C(C2=C(C=NNC2=O)N1)NC1=CC=C(C=C1)N1CCC2(CC2C(=O)O)CC1 6-(4-((2-cycloheptyl-5-oxo-5,6-dihydropyrimido[4,5-d]pyridazin-4-yl)amino)phenyl)-6-azaspiro[2.5]octane-1-carboxylic acid